FC=1C=C(C(=O)N2CCC(CC2)N2CC(C2)(N2N=CC(=C2)C2=C3C(=NC=C2F)NC=C3)CC#N)C=CC1O {1-[1-(3-fluoro-4-hydroxybenzoyl)piperidin-4-yl]-3-[4-(5-fluoro-1H-pyrrolo[2,3-b]pyridin-4-yl)-1H-pyrazol-1-yl]azetidin-3-yl}acetonitrile